C(C1=CC=CC=C1)NC(=O)C1=C(SC2=C1CCCC2)NC(C(F)(F)F)=O N-benzyl-2-[(trifluoroacetyl)amino]-4,5,6,7-tetrahydro-1-benzothiophene-3-carboxamide